tert-butyl (2R,5S)-4-(8-cyanoquinolin-5-yl)-2,5-dimethylpiperazine-1-carboxylate C(#N)C=1C=CC(=C2C=CC=NC12)N1C[C@H](N(C[C@@H]1C)C(=O)OC(C)(C)C)C